COC1=CC=C(C2=CC=CC=C12)S(=O)(=O)NC1=C(C=CC=C1)C#CC1=CC=C(C(=O)O)C=C1 4-{2-[2-(4-methoxynaphthalene-1-sulfonamido)phenyl]ethynyl}benzoic acid